n-Octaoctacontane CCCCCCCCCCCCCCCCCCCCCCCCCCCCCCCCCCCCCCCCCCCCCCCCCCCCCCCCCCCCCCCCCCCCCCCCCCCCCCCCCCCCCCCC